tert-butyl (R)-3-((4-bromo-2-nitro-5-(trifluoromethyl)phenyl)amino)piperidine-1-carboxylate BrC1=CC(=C(C=C1C(F)(F)F)N[C@H]1CN(CCC1)C(=O)OC(C)(C)C)[N+](=O)[O-]